BrC=1C=C(C=CC1)[C@]1(C2=C(NC=3N=CC(=CC13)F)CC(CC2)(C)C)C (S)-5-(3-bromophenyl)-3-fluoro-5,8,8-trimethyl-7,8,9,10-tetrahydrobenzo[b][1,8]naphthyridin